1-(4-(difluoromethoxy)phenyl)-7-ethoxy-3-((1-methyl-1H-benzo[d]imidazol-5-yl)amino)-1,8-naphthyridin-2(1H)-one FC(OC1=CC=C(C=C1)N1C(C(=CC2=CC=C(N=C12)OCC)NC1=CC2=C(N(C=N2)C)C=C1)=O)F